CN1N=C(C=C1SCC1CCN(CC1)C(=O)OC(C)(C)C)C tert-Butyl 4-(((1,3-dimethyl-1H-pyrazol-5-yl)thio)methyl)piperidine-1-carboxylate